2-(((1R,6S)-6-(6-((2,4-dichlorobenzyl)oxy)pyridin-2-yl)-3-azabicyclo[4.1.0]heptan-3-yl)methyl)-1-(((S)-oxetan-2-yl)methyl)-1H-benzo[d]imidazole-6-carboxylic acid ClC1=C(COC2=CC=CC(=N2)[C@]23CCN(C[C@@H]3C2)CC2=NC3=C(N2C[C@H]2OCC2)C=C(C=C3)C(=O)O)C=CC(=C1)Cl